COC1=CC=CC2=C1C=C(O2)C(=O)N[C@@H](CC(C)C)C(=O)O (4-methoxybenzofuran-2-carbonyl)-Z-leucine